OCCCOC1=CC=C(C(=O)C2=CC=C(C=C2)/C=C/C(=O)C2=CC=CC=C2)C=C1 (E)-3-[4-[4-(3-Hydroxypropoxy)benzoyl]phenyl]-1-phenylprop-2-en-1-one